C(C1=CC=CC=C1)OC1=C(C=CC(=C1)Br)CC(=O)OC Methyl 2-(2-(benzyloxy)-4-bromophenyl)acetate